(S)-4-chloro-N-(2-(3,4-dimethylpiperazin-1-yl)-5-((4-fluorophenyl)ethynyl)phenyl)benzamide ClC1=CC=C(C(=O)NC2=C(C=CC(=C2)C#CC2=CC=C(C=C2)F)N2C[C@@H](N(CC2)C)C)C=C1